ethyl 1-hydroxy-1H-1,2,3-triazole-5-carboxylate ON1N=NC=C1C(=O)OCC